CC=1C=CC(=C(C1)C1=C(C=C(C=C1OCN(C(OCCOCCOCCOCCOC)=O)C)CCCCC)OCN(C(OCCOCCOCCOCCOC)=O)C)C(=C)C di(2,5,8,11-tetraoxatridecan-13-yl) (((5'-methyl-4-pentyl-2'-(prop-1-en-2-yl)-[1,1'-biphenyl]-2,6-diyl)bis(oxy))bis(methylene))bis(methyl carbamate)